ClCC1=NC2=C(N1)C=CC(=C2)C(F)(F)F 2-(chloromethyl)-5-(trifluoromethyl)-1H-1,3-benzimidazole